2-[[6-(1,3-Benzothiazol-2-ylamino)-5-methyl-pyridazin-3-yl]-(3-hydroxy-2-methoxy-propyl)amino]-5-[3-[2-fluoro-4-[3-(methylamino)prop-1-ynyl]phenoxy]propyl]thiazole-4-carboxylic acid S1C(=NC2=C1C=CC=C2)NC2=C(C=C(N=N2)N(C=2SC(=C(N2)C(=O)O)CCCOC2=C(C=C(C=C2)C#CCNC)F)CC(CO)OC)C